1,1'-bis(diisopropylphosphino)ferrocene C(C)(C)P([C-]1C=CC=C1)C(C)C.[C-]1(C=CC=C1)P(C(C)C)C(C)C.[Fe+2]